ClC1=CC2=C(NC(C(=C2C)C(\C=C\C2=CC=C(C=C2)C)=O)=O)S1 (E)-2-chloro-4-methyl-5-(3-(p-tolyl)acryloyl)thieno[2,3-b]pyridin-6(7H)-one